2-ethyl-2-isopropyl-pentanoic acid C(C)C(C(=O)O)(CCC)C(C)C